O=C1NC(CCC1NC1=CC(=C(C=C1)C1CCN(CC1)C(CN1CCC(CC1)N1N=C2C=C(C(=CC2=C1)NC(=O)C1=NC(=CC=C1)C(F)(F)F)OC(C)C)=O)F)=O N-[2-[1-[2-[4-[4-[(2,6-dioxo-3-piperidinyl)amino]-2-fluoro-phenyl]-1-piperidinyl]-2-oxo-ethyl]-4-piperidinyl]-6-isopropoxy-indazol-5-yl]-6-(trifluoromethyl)pyridine-2-carboxamide